1,2-bis(docosahexenoyl)-sn-glycero-3-phosphocholine C(C=CC=CC=CC=CC=CC=CCCCCCCCCC)(=O)OC[C@@H](OC(C=CC=CC=CC=CC=CC=CCCCCCCCCC)=O)COP(=O)([O-])OCC[N+](C)(C)C